COC1=CC(=NN1C1=CC=C(C#N)C=C1)C(F)(F)F 4-[5-methoxy-3-(trifluoromethyl)pyrazol-1-yl]benzonitrile